[N-](S(=O)(=O)C(F)(F)F)S(=O)(=O)C(F)(F)F.C(CCCCCCC)N1C=[N+](C=C1)C 1-octyl-3-methylimidazolium bis(trifluoromethanesulfonyl)imide salt